methyl (S)-2-((((9H-fluoren-9-yl) methoxy) carbonyl) amino)-3-aminopropionate hydrochloride Cl.C1=CC=CC=2C3=CC=CC=C3C(C12)COC(=O)N[C@H](C(=O)OC)CN